C(C)(C)(C)OC(=O)[C@H]1CN(CC1)C1=CC(=C(C(=C1)F)[C@H]1C(NC(CC1)=O)=O)F |o1:19| (R)-1-(4-((S or R)-2,6-dioxopiperidin-3-yl)-3,5-difluorophenyl)pyrrolidine-3-carboxylic acid tert-butyl ester